ClC=1C(=C(C(=CC1)F)C=1C(N(N=C(C1O)C)C)=O)\C=C\C=1C=C2C=CC(=NC2=CC1)C 4-[3-chloro-6-fluoro-2-[(E)-2-(2-methyl-6-quinolyl)vinyl]phenyl]-5-hydroxy-2,6-dimethyl-pyridazin-3-one